N[C@@H]1C2=CC=CC=C2CC12CCN(CC2)C=2NC(C1=C(N2)NN=C1C1(CC1)C=1N=NSC1C)=O (S)-6-(1-amino-1,3-dihydrospiro[indene-2,4'-piperidin]-1'-yl)-3-(1-(5-methyl-1,2,3-thiadiazol-4-yl)cyclopropyl)-1,5-dihydro-4H-pyrazolo[3,4-d]pyrimidin-4-one